2-((cis-4-((4-Methoxy-5-(1-(2,2,2-trifluoroethyl)-1H-benzo[d][1,2,3]triazol-6-yl)pyrrolo[2,1-f][1,2,4]triazin-2-yl)amino)cyclohexyl)oxy)ethan-1-ol COC1=NC(=NN2C1=C(C=C2)C=2C=CC1=C(N(N=N1)CC(F)(F)F)C2)N[C@H]2CC[C@H](CC2)OCCO